4-bromo-N,N-dimethylaniline-2-d tert-butyl-4-(((7-bromo-5-fluoro-4-oxo-3,4-dihydroquinazolin-2-yl)methyl)thio)piperidine-1-carboxylate C(C)(C)(C)OC(=O)N1CCC(CC1)SCC1=NC2=CC(=CC(=C2C(N1)=O)F)Br.BrC=1C=C(C(N(C)C)=CC1)[2H]